Cl.CC1=C2C=CC=NC2=NC=C1 5-methyl-naphthyridine hydrochloride